COC(CC(=O)N1C=C(C2=CC(=CC=C12)Br)/C(=C/C=1C=NC=CC1OC)/C#N)=O (Z)-3-(5-bromo-3-(1-cyano-2-(4-methoxypyridin-3-yl)vinyl)-1H-indol-1-yl)-3-oxopropanoic acid methyl ester